diiminobiotin N=C(C(C(O)=O)=N)CC[C@@H]1SC[C@@H]2NC(=O)N[C@H]12